O1C(=NC=C1)CN1C(=NC2=C1C=CC=C2)CN2CCN(CC2)C2=NC(=CC=C2)OCC=2C=NC=CC2 1-(Oxazol-2-ylmethyl)-2-((4-(6-(Pyridin-3-ylmethoxy)pyridin-2-yl)piperazin-1-yl)methyl)-1H-benzo[d]imidazol